5-amino-9-methyl-2-(pyridin-2-yl)-7-(2-(4-(pyrimidin-2-yl)piperazin-1-yl)ethyl)-7H-pyrrolo[3,2-e][1,2,4]triazolo[1,5-c]pyrimidine-8-carboxamide NC1=NC2=C(C=3N1N=C(N3)C3=NC=CC=C3)C(=C(N2CCN2CCN(CC2)C2=NC=CC=N2)C(=O)N)C